BrCC(CO)(CBr)CBr 2,2-bis(bromomethyl)-3-bromo-1-propanol